2-imidazo[1,2-a]pyrazin-6-yl-1,2-thiazolidine 1,1-dioxide N=1C=CN2C1C=NC(=C2)N2S(CCC2)(=O)=O